CC(C)(C)[O-].[Nb+3].CC(C)(C)[O-].CC(C)(C)[O-] niobium (III) tert-butoxide